(R)-(2-oxo-oxazolidin-4-yl)methylbiphenyl O=C1OC[C@H](N1)CC1=C(C=CC=C1)C1=CC=CC=C1